5-((4-(2,2-difluoroethyl)-6-fluoro-1H-indol-5-yl)oxy)-2-fluorobenzimidamide FC(CC1=C2C=CNC2=CC(=C1OC=1C=CC(=C(C(N)=N)C1)F)F)F